C(C)(C)(C)N1N=C(C=C1C=1NC=CC1)C=1OC2=C(N1)C=CC=C2 2-(1-(tert-butyl)-5-(1H-pyrrol-2-yl)-1H-pyrazol-3-yl)benzo[d]oxazole